3-((2-hydroxypyrimidin-4-yl)amino)-N-(1-(2-(methyl(2-(p-tolyloxy)ethyl)amino)-2-oxoethyl)-1H-pyrazol-4-yl)propanamide OC1=NC=CC(=N1)NCCC(=O)NC=1C=NN(C1)CC(=O)N(CCOC1=CC=C(C=C1)C)C